C(C)SC=1OC2=C(C=C(C=C2C(C1C)=O)C)C(C)NC1=C(C(=O)OC(C)(C)C)C=CC=C1 tert-Butyl 2-[1-(2-ethylsulfanyl-3,6-dimethyl-4-oxo-chromen-8-yl)ethylamino]benzoate